(S)-5-chloro-4-(3-fluoro-4-methylphenyl)-N-(8-fluoro-5-methyl-4-oxo-2,3,4,5-tetrahydropyrido[3,2-b]-[1,4]oxazepin-3-yl)pyrimidine-2-carboxamide ClC=1C(=NC(=NC1)C(=O)N[C@@H]1C(N(C2=C(OC1)C=C(C=N2)F)C)=O)C2=CC(=C(C=C2)C)F